FC(S(=O)(=O)OC=1C=C2N(N1)CCC21CN(C1)C(=O)OC(C)(C)C)(F)F tert-butyl 2'-[(trifluoromethanesulfonyl)oxy]-5',6'-dihydrospiro[azetidine-3,4'-pyrrolo[1,2-b]pyrazole]-1-carboxylate